COC1(CC2(CN(C2)C(=O)OC(C)(C)C)C1)C#CC(=C)C tert-Butyl 6-Methoxy-6-(3-methylbut-3-en-1-yn-1-yl)-2-azaspiro[3.3]heptane-2-carboxylate